(4-cyclopropyl-6-methoxy-pyrimidin-5-yl)boric acid C1(CC1)C1=NC=NC(=C1OB(O)O)OC